2-amino-3-hydroxy-propanamide NC(C(=O)N)CO